C(C)(C)(C)OC(N(CC=1SC=CC1)C1=C2C(=NC(=C1)Cl)C(=C(S2)\C=C\[N+](=O)[O-])Br)=O (E)-(3-bromo-5-chloro-2-(2-nitrovinyl)thieno[3,2-b]pyridin-7-yl)(thiophen-2-ylmethyl)carbamic acid tert-butyl ester